(R)-7-((1-acryloyl-3-(2,3-dichloro-6-fluorophenyl)pyrrolidin-3-yl)amino)-2,4,4-trimethyl-3,4-dihydroisoquinolin-1(2H)-one C(C=C)(=O)N1C[C@@](CC1)(C1=C(C(=CC=C1F)Cl)Cl)NC1=CC=C2C(CN(C(C2=C1)=O)C)(C)C